[trans-1-[4-(7H-pyrrolo[2,3-d]pyrimidin-4-yl)-1H-pyrazol-1-yl]-3-(4-{[2-(trifluoro-methyl)pyrimidin-4-yl]carbonyl}piperazin-1-yl)cyclobutyl]acetonitrile N1=CN=C(C2=C1NC=C2)C=2C=NN(C2)C2(CC(C2)N2CCN(CC2)C(=O)C2=NC(=NC=C2)C(F)(F)F)CC#N